bis(2,6-difluoro-chloro-phenyl)titanium FC1=C(C(=CC=C1Cl)F)[Ti]C1=C(C(=CC=C1F)Cl)F